N1C=NC2=C1C=CC=C2N2CC(N(CC2)C2CC2)=O 4-(1H-benzo[d]imidazol-4-yl)-1-cyclopropylpiperazin-2-one